OC(C)C1=CC=C(C=C1)C(C(NC1=CC=C(C=C1)[Si](C)(C)C)=O)NC(=O)C1CNC(C1)=O N-(1-(4-(1-hydroxyethyl)phenyl)-2-oxo-2-((4-(trimethylsilyl)phenyl)amino)ethyl)-5-oxopyrrolidine-3-carboxamide